C1(=CC=CC=C1)C1=NC(=CC(=N1)NC(CCC)=O)C1=CC=CC=C1 N-(2,6-diphenylpyrimidin-4-yl)butyramide